[N+](=O)([O-])C1=CC=C(C(=O)NC2=NC=C(C=C2)[N+](=O)[O-])C=C1 4-nitro-N-(5-nitropyridin-2-yl)benzamide